FC1=C(C=CC(=O)NC(=N)N)C=CC=C1F 2,3-Difluorocinnamoylguanidin